2-(4,4-difluoroazepan-1-yl)-N-(3-((R)-N-((S)-2-hydroxypropanoyl)-S-methylsulfonimidoyl)phenyl)-4-methyl-5-(1-methyl-1H-pyrazol-4-yl)nicotinamide FC1(CCN(CCC1)C1=C(C(=O)NC2=CC(=CC=C2)[S@@](=O)(=NC([C@H](C)O)=O)C)C(=C(C=N1)C=1C=NN(C1)C)C)F